N[C@H]1CN(CCC1)C(=O)C1=CC2=C(N(C(=N2)C2=CC3=NC=CC=C3N2CC)C)C(=C1)OC (R)-(3-aminopiperidin-1-yl)(2-(1-ethyl-1H-pyrrolo[3,2-b]pyridin-2-yl)-7-methoxy-1-methyl-1H-benzo[d]imidazol-5-yl)methanone